C(CCCCCCCCCCCCCCC)(=O)OCC(COC(CCCCCCCCCCCCCCC)=O)OC(CCC1=CC=C(C=C1)OC(CC\C(=C\CC=1C(=C2C(OCC2=C(C1OC)C)=O)O)\C)=O)=O (E)-2-((3-(4-((6-(4-hydroxy-6-methoxy-7-methyl-3-oxo-1,3-dihydroisobenzofuran-5-yl)-4-methylhex-4-enoyl)oxy)phenyl)propanoyl)oxy)propane-1,3-diyl dipalmitate